CC=1C=C(C=CC1NC1=NC=C(C(=N1)OC1COCC1)C(F)(F)F)S(=O)(=O)C1CC2(C1)CCN(CC2)C(=O)OC(C)(C)C Tert-butyl 2-((3-methyl-4-((4-((tetrahydrofuran-3-yl)oxy)-5-(trifluoromethyl)pyrimidin-2-yl)amino)phenyl)sulfonyl)-7-azaspiro[3.5]nonane-7-carboxylate